C(C)(=O)NC=1C=C(C(=O)NC=2SC(=CC3=C(N2)C=CC=C3)Cl)C=CC1 3-(acetylamino)-N-(4-chlorobenzo[d][1,3]thiazepin-2-yl)benzamide